tricyclohexyltin 5-bromo-salicylate BrC1=CC=C(C(C(=O)[O-])=C1)O.C1(CCCCC1)[Sn+](C1CCCCC1)C1CCCCC1